(+)-1'-[5-methyl-4'-oxo-1,3-dihydro-4'H-spiro[indene-2,5'-[1,3]oxazol]-2'-yl]-3H-spiro[2-benzofuran-1,4'-piperidin]-3-one CC=1C=C2CC3(C(N=C(O3)N3CCC4(CC3)OC(C3=C4C=CC=C3)=O)=O)CC2=CC1